COC1=C(C=C2C(=NC=NC2=C1)NC=1C=CC=C2C=CC=NC12)OC1CCN(CC1)C(C=C)=O 1-(4-((7-methoxy-4-(quinolin-8-ylamino)quinazolin-6-yl)oxy)piperidin-1-yl)prop-2-en-1-one